(Z)-2-(2-(4-methoxybenzyl)-2H-tetrazol-5-yl)-2-(pyrimidin-5-yl)ethylene COC1=CC=C(CN2N=C(N=N2)C(=C)C=2C=NC=NC2)C=C1